(R)-N-(1-(4-((1-(3-(difluoromethyl)-2-fluorophenyl)ethyl)amino)-2-methyl-8,9-dihydrofuro[2,3-h]quinazolin-6-yl)azetidin-3-yl)cyclopropanecarboxamide FC(C=1C(=C(C=CC1)[C@@H](C)NC1=NC(=NC2=C3C(=C(C=C12)N1CC(C1)NC(=O)C1CC1)OCC3)C)F)F